BrS(=O)([O-])Br dibromothionate